CS(=O)(=O)C1=C(CC2CC3(CN(C3)C(=O)N3CC4(C3)NC(CC4)=O)C2)C=CC(=C1)C(F)(F)F 2-[6-[2-methanesulfonyl-4-(trifluoromethyl)benzyl]-2-azaspiro[3.3]heptane-2-carbonyl]-2,5-diazaspiro[3.4]octan-6-one